C1C(C12CCC2)C2=CC(=NO2)N 5-Spiro[2.3]hexan-2-ylisoxazol-3-amine